C(C(=C)C)(=O)O.N(CCO)(CCO)CCO triethanolamine monomethacrylate